N-((R)-7-(7,7-difluoro-2-((2S,3R)-3-hydroxy-2-methylazetidin-1-yl)-6,7-dihydro-5H-cyclopenta[d]pyrimidin-4-yl)isochroman-4-yl)methanesulfonamide FC1(CCC2=C1N=C(N=C2C2=CC=C1[C@H](COCC1=C2)NS(=O)(=O)C)N2[C@H]([C@@H](C2)O)C)F